O.P(=O)(O)(O)O.CC=1C=CC(=NC1)C1=CN(C=C(C1=O)C(=O)N)CC1CCOCC1 5-methyl-4'-oxo-1'-(tetrahydro-2H-pyran-4-ylmethyl)-1',4'-dihydro-2,3'-bipyridine-5'-carboxamide phosphate hydrate